CON(C(=O)C1CN(CCC1)C(=O)OCC1=CC=CC=C1)C benzyl 3-(methoxy(methyl)carbamoyl)piperidine-1-carboxylate